N-cyclopropyl-2-(difluoromethoxy)-6-methoxy-4-[7-[3-(6-oxa-1-azaspiro[3.3]heptan-1-yl)propoxy]imidazo[1,2-a]pyridin-3-yl]benzamide C1(CC1)NC(C1=C(C=C(C=C1OC)C1=CN=C2N1C=CC(=C2)OCCCN2CCC21COC1)OC(F)F)=O